O[C@@H](C(=O)N1C=C(C=C1)C(CC1=CC=CC=C1)=O)C(CO)(C)C (R)-2,4-dihydroxy-3,3-dimethyl-1-(3-(2-phenylacetyl)-1H-pyrrol-1-yl)butan-1-one